tert-butyl (2S,3S,4S,5R)-6'-chloro-4-(3-chloro-2-fluorophenyl)-2-neopentyl-1',2'-dihydrospiro[pyrrolidine-3,3'-pyrrolo[3,2-c]pyridine]-5-carboxylate ClC1=CC2=C(C=N1)[C@@]1(CN2)[C@@H](N[C@H]([C@@H]1C1=C(C(=CC=C1)Cl)F)C(=O)OC(C)(C)C)CC(C)(C)C